(2s)-7-((s)-4-acryloyl-2-methylpiperazin-1-yl)-10-(2,4-difluorophenyl)-2-(methoxymethyl)-9-(trifluoromethyl)-2,3-dihydro-5H-[1,4]thiazino[2,3,4-ij]quinazolin-5-one C(C=C)(=O)N1C[C@@H](N(CC1)C1=NC(N2C3=C(C(=C(C=C13)C(F)(F)F)C1=C(C=C(C=C1)F)F)S[C@@H](C2)COC)=O)C